4-(dimethoxymethyl)-2-fluoronitrobenzene COC(C1=CC(=C(C=C1)[N+](=O)[O-])F)OC